BrC1=CC=2C3=C(C=NC2C=C1F)N(C(C31CN(C1)C1=CC3=C(OCCO3)C=C1)=O)C 8'-Bromo-1-(2,3-dihydrobenzo[b][1,4]dioxin-6-yl)-7'-fluoro-3'-methylspiro[azetidine-3,1'-pyrrolo[2,3-c]quinolin]-2'(3'H)-one